C(#N)CC1=C(C=CC=C1)B(O)O 2-(CYANOMETHYL)PHENYLBORONIC ACID